C(C1=CC=CC=C1)OC(=O)[C@H](C)OC([C@H](C)O[Si](C1=CC=CC=C1)(C1=CC=CC=C1)C(C)(C)C)=O (S)-2-(tert-butyl-diphenyl-silanyloxy)-propionic acid (S)-1-benzyloxycarbonyl-ethyl ester